3-(methylthio)-5-nitro-1H-indazole CSC1=NNC2=CC=C(C=C12)[N+](=O)[O-]